2,4-diamino-6-undecylimidazole NC(C)CC(CC(CCCCC)C=1NC=CN1)N